N-((3-(difluoromethyl)-1-methyl-1H-pyrazol-4-yl)methyl)cyclopropylamine FC(C1=NN(C=C1CNC1CC1)C)F